C(C)(=O)C1=C(C=C(S1)C(C(C(=O)OC)(C)C)C1=CC(=C(C=C1)C)COCC1=CC=C(C=C1)C)F Methyl 3-[5-Acetyl-4-Fluorothiophen-2-yl]-3-(3-{[(4-Methylbenzyl) Oxy] Methyl}-4-Methylphenyl)-2,2-dimethylPropanoate